1-trifluoroacetylimidazole FC(C(=O)N1C=NC=C1)(F)F